(biphenylyl)[di(phenyl)triazinylbiphenyl] C1(=C(C=CC=C1)C=1C(=C(C(=C(C1)C1=CC=CC=C1)C1=NN=NC=C1)C1=CC=CC=C1)C1=CC=CC=C1)C1=CC=CC=C1